BrC=1C=C(C(=NC1)Cl)[N+](=O)[O-] 5-bromo-2-chloro-3-nitro-pyridine